tert-butyl (S)-2-(1-oxo-6-(4,4,5,5-tetramethyl-1,3,2-dioxaborolan-2-yl)isoindolin-2-yl)propanoate O=C1N(CC2=CC=C(C=C12)B1OC(C(O1)(C)C)(C)C)[C@H](C(=O)OC(C)(C)C)C